(2R,3R)-1-Dimethylamino-3-(3-methoxy-phenyl)-2-methyl-pentan-3-ol CN(C[C@H]([C@@](CC)(O)C1=CC(=CC=C1)OC)C)C